N-(tert-butoxycarbonyl)-β,β,1-trimethyl-L-tryptophan methyl ester COC([C@@H](NC(=O)OC(C)(C)C)C(C1=CN(C2=CC=CC=C12)C)(C)C)=O